C(O[C@@H]1[C@](O[C@H](C1)N1C2=NC(=NC(=C2N=C1)N)F)(CO)C#C)(OCCCC12CC3CC(CC(C1)C3)C2)=O ((2R,3S,5R)-5-(6-amino-2-fluoro-9H-purin-9-yl)-2-ethynyl-2-(hydroxy-methyl)tetrahydrofuran-3-yl) 3-(1-adamantyl)-propyl carbonate